NC\C=C(\CN1C=NC2=C1C=C(C=C2C2=CC(=CC=C2)S(NCC2=CC=C(C=C2)OC)(=O)=O)C(=O)OC)/F Methyl (Z)-1-(4-amino-2-fluorobut-2-en-1-yl)-4-(3-(N-(4-methoxybenzyl)sulfamoyl)phenyl)-1H-benzo[d]imidazole-6-carboxylate